C(C)C=1C(=CC(=C(C1)O)F)C1=CC=C2C(=NNC2=C1)C1=NC2=C(N1)CN(C2)C2CCC(CC2)O 5-ethyl-2-fluoro-4-(3-(5-(4-hydroxylcyclohexyl)-1,4,5,6-tetrahydropyrrolo[3,4-d]imidazol-2-yl)-1H-indazol-6-yl)phenol